O1[C@@H]2[C@@H](N(CCC1)C=1C3=C(N=C(N1)Cl)CCC3)CCC2 4-[(5aS,8aS)-octahydro-2H-cyclopenta[b][1,4]oxazepin-5-yl]-2-chloro-5H,6H,7H-cyclopenta[d]pyrimidine